tert-butyl 3-{trans-4-[(methylimino) (methylsulfanyl)methyl]cyclohexyl}-1-oxa-2,8-diazaspiro[4.5]dec-2-en-8-carboxylate CN=C([C@@H]1CC[C@H](CC1)C1=NOC2(C1)CCN(CC2)C(=O)OC(C)(C)C)SC